tert-butyl 6-hydroxy-6-(trifluoromethyl)-2-azaspiro[3.4]octane-2-carboxylate OC1(CC2(CN(C2)C(=O)OC(C)(C)C)CC1)C(F)(F)F